NC=1C=C2CCC(N(C2=CC1)C(C)C1=CC(=CC=C1)Cl)=O 6-amino-1-[1-(3-chlorophenyl)ethyl]-3,4-dihydroquinolin-2-one